1-benzyl-(5-phenylisoxazol-3-yl)urea C(C1=CC=CC=C1)N(C(=O)N)C1=NOC(=C1)C1=CC=CC=C1